C(CC)(=O)OC(C)C 2-methyl-2-ethyl propanoate